CN1N=C(C=C1)C1CC(CCC1)C(=O)O 3-(1-methyl-1H-pyrazol-3-yl)cyclohexane-1-carboxylic acid